(S) or (R)-N'-((4-cyclopropyl-6-methylpyrimidin-2-yl)carbamoyl)-5-(2-hydroxypropan-2-yl)thiazole-2-sulfonimidamide C1(CC1)C1=NC(=NC(=C1)C)NC(=O)N=[S@@](=O)(N)C=1SC(=CN1)C(C)(C)O |o1:14|